CN(S(=O)(=O)C=1C=C(C=C2C=NNC12)C)CC1=CC(=NN1COCC[Si](C)(C)C)C1=CC(N(C=C1)C)=O N,5-dimethyl-N-((3-(1-methyl-2-oxo-1,2-dihydropyridin-4-yl)-1-((2-(trimethylsilyl)ethoxy)methyl)-1H-pyrazol-5-yl)methyl)-1H-indazole-7-sulfonamide